COC1=CC=C(CSC2=NC=NN2)C=C1 5-((4-methoxybenzyl)thio)-1H-1,2,4-triazole